CN1N=C2C(N(C=3C=CC(=CC23)C(=O)O)C2CCC(CC2)C(F)(F)F)=N1 2-methyl-4-[(1r,4r)-4-(trifluoromethyl)cyclohexyl]-2H,4H-[1,2,3]triazolo[4,5-b]indole-7-carboxylic acid